COC1[C@@H]([C@H](C([C@@H]([C@@H]1O)O)O)O)O (1S,2S,4S,5R)-6-methoxycyclohexane-1,2,3,4,5-pentaol